CN1CCN(CC1)C1=NC=C(C(=O)N)C(=C1)C1=C(C=CC=C1)C 6-(4-methylpiperazine-1-yl)-4-o-tolyl-nicotinamide